(E)-2-(3-(2-cyano-2-(6-methoxy-3H-imidazo[4,5-b]pyridin-2-yl)vinyl)-2,5-dimethyl-1H-pyrrol-1-yl)-5-methylthiophene-3-carbonitrile C(#N)\C(=C/C1=C(N(C(=C1)C)C=1SC(=CC1C#N)C)C)\C1=NC=2C(=NC=C(C2)OC)N1